C(C(C)C)N(C(=O)NC=CC)CC(C)C N,N-diisobutyl-propenyl-urea